N1C(CCC1)C1=CC(=NC=C1)CC(=O)O.C(=O)(C1=CC=C(C=C1)N1C(C=CC1=O)=O)C1=CC=C(C=C1)N1C(C=CC1=O)=O N,N'-(carbonyldi-p-phenylene)bismaleimide 4-tetrahydropyrrolylpyridineacetate